4-{4-[2-(2,6-dioxopiperidin-3-yl)-1,3-dioxoisoindol-5-yl]piperazin-1-ylsulfonyl}benzoic acid O=C1NC(CCC1N1C(C2=CC=C(C=C2C1=O)N1CCN(CC1)S(=O)(=O)C1=CC=C(C(=O)O)C=C1)=O)=O